COC1=C(CNC2=CC(=NC(=N2)[C@@H](C)F)NC2=NC=C(C(=O)NC)C(=C2)NCC)C=CC(=C1)OC (R)-6-((6-((2,4-dimethoxybenzyl)amino)-2-(1-fluoroethyl)pyrimidin-4-yl)amino)-4-(ethylamino)-N-methylnicotinamide